9-(6-phenyl-2-oxohex-3-yl)-2-(3,4-dimethoxyphenyl)-4-hydroxybutyl-adenine C1(=CC=CC=C1)CCCC(C(C)=O)N1C2=NC(=NC(=C2N=C1)N)CC(CCO)C1=CC(=C(C=C1)OC)OC